C(#N)C=1C=C(C=CC1)N1N=C(C=C1C(=O)NC=1C(=C2CCN(CC2=CC1)C)F)C(F)(F)F 1-(3-cyanophenyl)-N-(5-fluoro-2-methyl-1,2,3,4-tetrahydroisoquinolin-6-yl)-3-(trifluoromethyl)-1H-pyrazole-5-carboxamide